4-cyclopropyl-3-(N-(5-(5-methylisothiazol-4-yl)-2-(5-methylthiophen-2-yl)phenyl)sulfamoyl)benzoic acid C1(CC1)C1=C(C=C(C(=O)O)C=C1)S(NC1=C(C=CC(=C1)C=1C=NSC1C)C=1SC(=CC1)C)(=O)=O